(4-((5-isopropylpyridin-2-yl)amino)-3-(pyridin-2-yl)phenyl)acrylamide silver-silver hydride [AgH].[Ag].C(C)(C)C=1C=CC(=NC1)NC1=C(C=C(C=C1)C(C(=O)N)=C)C1=NC=CC=C1